(S)-2-amino-N-(4-(3-cyanopyridin-4-yl)phenyl)-3,3-diphenylpropanamide dihydrochloride Cl.Cl.N[C@H](C(=O)NC1=CC=C(C=C1)C1=C(C=NC=C1)C#N)C(C1=CC=CC=C1)C1=CC=CC=C1